1,3,5-tris(6-isocyanatohexan-1-yl)-1,3,5-triazine N(=C=O)CCCCCCN1CN(CN(C1)CCCCCCN=C=O)CCCCCCN=C=O